C(CCCCCCC\C=C/CCCC)=O Z-9-tetradecenaldehyde